(2R,3R)-3-cyclopropylazacyclopropane-2-carboxylic acid lithium [Li].C1(CC1)[C@@H]1[C@@H](N1)C(=O)O